(6-cyclopropyl-3-pyridyl)boronic acid C1(CC1)C1=CC=C(C=N1)B(O)O